ClC1=CC(=CC=2N(C(=NC21)CC2=C(C=C(C(=C2)F)C2=NC(=C(C=C2)F)OCC=2SC(=NN2)OC)F)[C@@H]2COCC2(C)C)C(=O)O (S)-4-chloro-2-(2,5-difluoro-4-(5-fluoro-6-((5-methoxy-1,3,4-thiadiazol-2-yl)methoxy)pyridin-2-yl)benzyl)-1-(4,4-dimethyltetrahydrofuran-3-yl)-1H-benzo[d]imidazole-6-carboxylic acid